NC1=NC=2C=NC(=CC2C2=C1COC2)N2C(CC[C@@H](C2)C)C=2C=C(C1=C(OC3(CC3)C(N1C)=O)C2)F 7-((5S)-1-(4-amino-1,3-dihydrofurano[3,4-c][1,7]naphthyridine-8-yl)-5-methylpiperidin-2-yl)-5-fluoro-4-methylspiro[benzo[b][1,4]oxazine-2,1'-cyclopropane]-3(4H)-one